C(=O)(O)CN1N=C(C=C1)C(=O)O 1-Carboxymethyl-1H-pyrazole-3-carboxylic acid